N-(4-{6-[(1E)-(hydroxyimino)methyl]pyridine-2-yl}but-3-yn-1-yl)naphthalene-1-amine O\N=C\C1=CC=CC(=N1)C#CCCNC1=CC=CC2=CC=CC=C12